2-((N-methylsulfamoyl)amino)thiazole-4-carboxylic acid CNS(=O)(=O)NC=1SC=C(N1)C(=O)O